FC1([C@H](CN(CC1)[C@H](C(=O)NC1=NC2=CC=CC=C2C=C1)C)C1=CNC(C=C1)=O)F (S)-2-((S)-4,4-difluoro-3-(6-oxo-1,6-dihydropyridin-3-yl)piperidin-1-yl)-N-(quinolin-2-yl)propanamide